C[Si](CCOC1=NN(C=C1)C(=O)OC(C)(C)C)(C)C Tert-Butyl 3-(2-trimethylsilylethoxy)pyrazole-1-carboxylate